BrC1=C(C=CC(=C1)Cl)C1(CC1)NC(OC(C)(C)C)=O tert-butyl (1-(2-bromo-4-chlorophenyl)cyclopropyl)carbamate